C(C)OC(CC(=O)CC1=CC(=CC=C1)C(F)(F)F)=O 3-trifluoromethyl-phenylacetoacetic acid ethyl ester